C12CCCCCC2N1 8-azabicyclo[5.1.0]octane